(2-methyl-6-ethylphenyl) iodide diacetate C(C)(=O)O.C(C)(=O)O.CC1=C(C(=CC=C1)CC)I